O1COC2=C1C=CC(=C2)OC2=NC=C(C=N2)C2=C1C=C(C(=CC1=CC1=C2C(OC1)=O)OC)OC 9-(2-(benzo[d][1,3]dioxol-5-yloxy)pyrimidin-5-yl)-6,7-dimethoxynaphtho[2,3-c]furan-1(3H)-one